C(C)(C)(C)OC(=O)N1CCN(CC1)C1=CN(C2=CC=C(C=C12)N1C(NC(CC1)=O)=O)C(=O)OC(C)(C)C tert-Butyl 3-(4-(tert-butoxycarbonyl)piperazin-1-yl)-5-(2,4-dioxotetrahydropyrimidin-1(2H)-yl)-1H-indole-1-carboxylate